(1R,2S)-2-(3-{[5-(azetidine-1-sulfonyl)-3-methoxypyridin-2-yl]amino}-1H-indazol-6-yl)-5'-methoxyspiro[cyclopropane-1,3'-indol]-2'(1'H)-one N1(CCC1)S(=O)(=O)C=1C=C(C(=NC1)NC1=NNC2=CC(=CC=C12)[C@@H]1C[C@@]12C(NC1=CC=C(C=C21)OC)=O)OC